C(#N)C1(CC1)NS(=O)(=O)C=1C=C2C(=NC(=NC2=CC1)C)OCC(F)F N-(1-cyanocyclopropyl)-4-(2,2-difluoroethoxy)-2-methylquinazoline-6-sulfonamide